2,2-Dimethyl-Butan CC(C)(CC)C